3-methyl-2-oxo-1,2,3,4-tetrahydropyrido[3,2-d]pyrimidine-7-carboxylic acid methyl ester COC(=O)C1=CC=2NC(N(CC2N=C1)C)=O